4-(methylsulfanyl)pyrimidine 10-methyl-dodecyl-acetate (10-methyl-dodecyl-acetate) CC(CCCCCCCCCCC(=O)O)CC.CC(CCCCCCCCCCC(=O)O)CC.CSC1=NC=NC=C1